2-methylbut-3-yn-2-amine formate C(=O)O.CC(C)(C#C)N